O1CCN(CC1)CCCNC1=C(C=C(C=C1)N)C1CCOCC1 N1-(3-morpholinopropyl)-2-(tetrahydro-2H-pyran-4-yl)benzene-1,4-diamine